BrC=1C=CC=2N(C1)C1=C(N2)C=CC=C1CN1CCOCC1 4-((2-bromobenzo[4,5]imidazo[1,2-a]pyridin-9-yl)methyl)morpholine